ClC1=CC(=C(C=C1N1CC2(C1)CCOCC2)NC(OC2=CC=CC=C2)=O)F phenyl (4-chloro-2-fluoro-5-(7-oxa-2-azaspiro[3.5]nonan-2-yl)phenyl)carbamate